(S)-2-(4-(2-((methyl(2-((6-oxo-5-(trifluoromethyl)-1-((2-(trimethylsilyl)ethoxy)methyl)-1,6-dihydropyridazin-4-yl)amino)propyl)amino)oxy)acetyl)piperazin-1-yl)pyrimidine-5-carbonitrile CN(OCC(=O)N1CCN(CC1)C1=NC=C(C=N1)C#N)C[C@H](C)NC=1C=NN(C(C1C(F)(F)F)=O)COCC[Si](C)(C)C